1,9-Dioxaspiro[5.5]undecan-4-ol O1CCC(CC12CCOCC2)O